COC=1C=C(C=2N(C1)C=C(N2)C(C)(C)O)C(F)(F)F 2-[6-methoxy-8-(trifluoromethyl)imidazo[1,2-a]pyridin-2-yl]propan-2-ol